[N+](=[N-])=CC(CC[C@@H](C(=O)OC(C)C)NC([C@H](C1=CC=C(C=C1)O)O)=O)=O isopropyl (S)-6-diazo-2-((S)-2-hydroxy-2-(4-hydroxyphenyl) acetamido)-5-oxohexanoate